(2R,3R,4R,5R,6R)-5-acetamido-2-(acetoxymethyl)-6-((9-((tert-butoxycarbonyl)amino)nonyl)oxy)tetrahydro-2H-pyran-3,4-diyl diacetate C(C)(=O)O[C@H]1[C@H](O[C@H]([C@@H]([C@H]1OC(C)=O)NC(C)=O)OCCCCCCCCCNC(=O)OC(C)(C)C)COC(C)=O